tert-butyl 4-(1-(4-amino-2-cyclopentyl-5-methoxyphenyl)piperidin-4-yl)piperazine-1-carboxylate NC1=CC(=C(C=C1OC)N1CCC(CC1)N1CCN(CC1)C(=O)OC(C)(C)C)C1CCCC1